BrC=1C=CC2=C(N(C(N2C)=O)C(C(=O)O)CCC(N)=O)C1 2-(6-Bromo-3-methyl-2-oxo-1,3-benzodiazol-1-yl)-4-carbamoylbutanoic acid